6-(7,8-dimethyl-[1,2,4]triazolo[4,3-b]pyridazin-6-yl)-N-(o-tolyl)-7,8-dihydro-5H-1,6-naphthyridin-3-amine CC1=C(C=2N(N=C1N1CC=3C=C(C=NC3CC1)NC1=C(C=CC=C1)C)C=NN2)C